1-[6-(dibenzylamino)-5-nitropyridin-2-yl]-4,4-difluorocyclohexanecarboxylic acid methyl ester COC(=O)C1(CCC(CC1)(F)F)C1=NC(=C(C=C1)[N+](=O)[O-])N(CC1=CC=CC=C1)CC1=CC=CC=C1